C(#N)C1=C(C(=NC2=C(C=C(C=C12)C)C(C)=NS(=O)C(C)(C)C)N1CCOCC1)C N-[1-(4-cyano-3,6-dimethyl-2-morpholino-8-quinolyl)ethylidene]-2-methyl-propane-2-sulfinamide